2-(3,5-dichloro-4-((2-(4,4-dimethylcyclohexyl)-4-methylquinolin-6-yl)oxy)phenyl)-3,5-dioxo-2,3,4,5-tetrahydro-1,2,4-triazine-6-carbonitrile ClC=1C=C(C=C(C1OC=1C=C2C(=CC(=NC2=CC1)C1CCC(CC1)(C)C)C)Cl)N1N=C(C(NC1=O)=O)C#N